N[C@H](C)C1=CC(=CC=C1)OCC(F)(F)F |r| (±)-2-amino-2-(3-(2,2,2-trifluoroethoxy)phenyl)ethan